2-(2,6-dioxopiperidin-3-yl)-5-((4-(4-methylthiophen-3-yl)piperazin-1-yl)methyl)isoindoline-1,3-dione O=C1NC(CCC1N1C(C2=CC=C(C=C2C1=O)CN1CCN(CC1)C1=CSC=C1C)=O)=O